ClC1=CC=C(C(=O)N2[C@H]([C@H](CCC2)NS(=O)(=O)C)CO[C@@H]2CC[C@@H](CC2)C(C)C)C=C1 N-(cis-1-(4-chlorobenzoyl)-2-(((cis-4-isopropylcyclohexyl)oxy)methyl)-piperidin-3-yl)methanesulfonamide